C(C)(C)(C)C1[C@](N(C2=CC(=C(C(=C12)Br)Cl)F)C(=O)OC[C@@H]1[C@H]([C@H]([C@@H](O1)N1C(=O)NC(=O)C(=C1)C=CC)O)O)(C1=CC=CC=C1)[C@H]1N(CCC1)C(=O)OC(C)(C)C 5-propenyl-uridine Tert-butyl-(S)-4-bromo-2-((S)-1-(tert-butoxycarbonyl)pyrrolidin-2-yl)-5-chloro-6-fluoro-2-phenylindoline-1-carboxylate